sodium 2-mercaptoethanol SCCO.[Na]